CN(C1=CC=CC(=N1)C=1N(CC=CC1)C=1C=CC=C2C=NN(C12)C)C 6'-(DIMETHYLAMINO)-N-(1-METHYL-1H-INDAZOL-7-YL)-BIPYRIDINE